ClC1=C(C=CC(=C1)C#C)C(C)NC(OC(C)(C)C)=O Tert-butyl (1-(2-chloro-4-ethynylphenyl)ethyl)carbamate